4-[2-chloro-4-(trifluoromethoxy)phenoxy]-N-(3-methylsulfinylphenyl)-6-(trifluoromethyl)pyridine-3-carboxamide ClC1=C(OC2=C(C=NC(=C2)C(F)(F)F)C(=O)NC2=CC(=CC=C2)S(=O)C)C=CC(=C1)OC(F)(F)F